Cl.Cl.N[C@H]1CNCCC1 R-3-aminopiperidine dihydrochloride